(1S,4S,5R)-5-{[1-cyclopropyl-4-(2,6-dichlorophenyl)-1H-pyrazol-5-yl]methoxyl-2-azabicyclo[2.2.1]heptan-2-yl}-1,3-benzothiazole-6-carboxylic acid C1(CC1)N1N=CC(=C1CO[C@@]12N(C[C@@H](CC1)C2)C=2C(=CC1=C(N=CS1)C2)C(=O)O)C2=C(C=CC=C2Cl)Cl